2-((13-(3-butyl-3H-diazirin-3-yl)tridecanoyl)oxy)-3-(palmitoyloxy)propyl (2-(trimethylammonio)ethyl) phosphate P(=O)(OCC(COC(CCCCCCCCCCCCCCC)=O)OC(CCCCCCCCCCCCC1(N=N1)CCCC)=O)(OCC[N+](C)(C)C)[O-]